(E)-N-benzylidenebenzamide C(/C1=CC=CC=C1)=N\C(C1=CC=CC=C1)=O